2-(5,5-Difluoro-2-oxoazepan-1-yl)-N-(2-sulfamoylpyridin-4-yl)-5-(trifluoromethyl)nicotinamide FC1(CCC(N(CC1)C1=C(C(=O)NC2=CC(=NC=C2)S(N)(=O)=O)C=C(C=N1)C(F)(F)F)=O)F